C1=CC=CC2=CC3=CC4=C(C5=CC6=CC7=CC8=CC9=CC=CC=C9C=C8C=C7C=C6C=C5C=C4C=C3C=C12)O nonacen-7-ol